[Br-].C(C1=CC=CC=C1)C1=NC=CC(=C1)C1=CC=NC=C1 benzyl-4,4'-bipyridine bromide